1-(3'-hydroxypropyl)-3-butyl-imidazole tetrafluoroborate F[B-](F)(F)F.OCCCN1CN(C=C1)CCCC